4-methylaminobenzoic acid CNC1=CC=C(C(=O)O)C=C1